FC=1C(=NC(=NC1C1=CC=CC=C1)C1=CN(C2=NC=C(C=C21)F)S(=O)(=O)C2=CC=C(C)C=C2)N[C@H](CC(=O)OC)C(C)(C)C (R)-methyl 3-((5-fluoro-2-(5-fluoro-1-tosyl-1H-pyrrolo[2,3-b]pyridin-3-yl)-6-phenyl pyrimidin-4-yl)amino)-4,4-dimethylpentanoate